urethane monoacrylate C(C=C)(=O)O.NC(=O)OCC